C(C)(C)(C)OC(=O)NCCCCCCCC#CC=1C=C(C=NC1)C=1C=C(C(=O)NC=2C=CC(N(C2)CC(=O)OC)=O)C=CC1 1-Methyl 2-{5-[3-(5-{9-[(tert-butoxycarbonyl)amino] non-1-yn-1-yl}pyridin-3-yl)benzamido]-2-oxopyridin-1-yl}acetate